CN1N=CC(=C1)N1N=C(C=C(C1=O)C(=O)N[C@@H](C(F)(F)F)CO)C1=CC=C(C=C1)C(F)(F)F 2-(1-Methyl-1H-pyrazol-4-yl)-3-oxo-N-[(2R)-1,1,1-trifluoro-3-hydroxypropan-2-yl]-6-[4-(trifluoromethyl)phenyl]-2,3-dihydropyridazine-4-carboxamide